4-((2-methyl-1-(p-tolyl)-1,2,3,4-tetrahydroisoquinolin-6-yl)oxy)aniline CN1C(C2=CC=C(C=C2CC1)OC1=CC=C(N)C=C1)C1=CC=C(C=C1)C